COC(NC1=C(C=C(C=C1F)F)Br)=O (2-bromo-4,6-difluorophenyl)carbamic acid methyl ester